C1=CC=CC=2C3=CC=CC=C3C(C12)CCC1C(CC2=CC=CC=C12)O ((9-fluorenyl)-ethyl)-2-indanol